2,2,2-trifluoro-N-[(3R,5S)-5-fluoro-1-methyl-3-piperidyl]-N-(1-methylpyrazol-4-yl)acetamide FC(C(=O)N(C=1C=NN(C1)C)[C@H]1CN(C[C@H](C1)F)C)(F)F